5-methyl-5,6,7,8-tetrahydronaphthalene-2-ol CC1C=2C=CC(=CC2CCC1)O